{(S)-15-[(E)-3-(5-Chloro-2-tetrazol-1-yl-phenyl)-acryloylamino]-17,19-diaza-tricyclo[14.2.1.02,7]nonadeca-1(18),2,4,6,16(19)-pentaen-5-yl}-carbamic Acid methyl ester COC(NC1=CC=C2C3=CNC([C@H](CCCCCCCC2=C1)NC(\C=C\C1=C(C=CC(=C1)Cl)N1N=NN=C1)=O)=N3)=O